(4-Aminomethyl-thiazol-2-yl)-[2-chloro-4-fluoro-5-(7-morpholin-4-yl-quinazolin-4-yl)-phenyl]methanol NCC=1N=C(SC1)C(O)C1=C(C=C(C(=C1)C1=NC=NC2=CC(=CC=C12)N1CCOCC1)F)Cl